BrC=1C=C(C=2N(C1)N=CC2C#N)C=2C=NC(=CC2)N2CC1N(C(C2)C1)CC=1C=NC(=CC1)OC 6-bromo-4-(6-(6-((6-methoxypyridin-3-yl)methyl)-3,6-diazabicyclo[3.1.1]heptan-3-yl)pyridin-3-yl)pyrazolo[1,5-a]pyridin-3-carbonitrile